4-(6-((4-cyclopropyl-6-(trifluoromethyl)pyridin-3-yl)sulfonyl)-2,6-diazaspiro[3.3]heptan-2-yl)-1-methylcyclohexan-1-ol C1(CC1)C1=C(C=NC(=C1)C(F)(F)F)S(=O)(=O)N1CC2(CN(C2)C2CCC(CC2)(O)C)C1